ClC1=CC(=C(C=C1)NC(=O)C=1SC=CC1)OCCOC N-(4-chloro-2-(2-methoxyethoxy)phenyl)thiophene-2-carboxamide